CNCC1=CC(=CC=C1)OC(F)(F)F N-methyl-1-[3-(trifluoromethoxy)phenyl]methanamine